trifluoropropyl methacrylate (trifluoropropyl methacrylate) FC(CCC=C(C(=O)O)C)(F)F.C(C(=C)C)(=O)OCCC(F)(F)F